(2,6-dimethyl-morpholin-4-yl)-methanon CC1CN(CC(O1)C)C=O